FC(C(=O)O)(C1=C(C=CC(=C1)F)C)F 2,2-difluoro-2-(5-fluoro-2-methylphenyl)acetic acid